3-(4-((2-(ortho-tolyl)benzyl)oxy)phenyl)propionic acid C1(=C(C=CC=C1)C1=C(COC2=CC=C(C=C2)CCC(=O)O)C=CC=C1)C